2-(4-fluorophenylethenyl)-4-(hex-3-yloxy)-6-hydroxybenzoate FC1=CC=C(C=C1)C=CC1=C(C(=O)[O-])C(=CC(=C1)OC(CC)CCC)O